C1(CC1)N1C(=NC(=C1)C(F)(F)F)C1=CC=C(C=C1)CC=1C=2C(N=C(N1)C=1C(=NC=NC1OC)C1CC1)=NC(C(C2)C=2N(N=CN2)C)=O {4-[1-cyclopropyl-4-(trifluoromethyl)imidazol-2-yl]phenyl-methyl}-2-(4-cyclopropyl-6-methoxypyrimidin-5-yl)-6-(2-methyl-1,2,4-triazol-3-yl)pyrido[2,3-d]pyrimidin-7-one